Cl.N1CCC(CC1)COC=1C=C2C(NC(=NC2=CC1)C=1C=C2C(=CN1)SC=C2)=O 6-(4-piperidinylmethoxy)-2-thieno[2,3-c]pyridin-5-yl-3H-quinazolin-4-one hydrochloride